methyl 1-(6-aminohexyl)-3-bromo-1H-pyrazole-5-carboxylate NCCCCCCN1N=C(C=C1C(=O)OC)Br